1-(((3S)-1-((3-(trifluoromethoxy)-1-azetidinyl)sulfonyl)-3-piperidinyl)carbonyl)-N-(4-(trifluoromethyl)benzyl)-D-prolinamide FC(OC1CN(C1)S(=O)(=O)N1C[C@H](CCC1)C(=O)N1[C@H](CCC1)C(=O)NCC1=CC=C(C=C1)C(F)(F)F)(F)F